ClC1=NC(=NC=C1N1CC2(CC1)CCN(CC2)C(=O)OC(C)(C)C)C(F)(F)F tert-butyl 2-(4-chloro-2-(trifluoromethyl)pyrimidin-5-yl)-2,8-diazaspiro[4.5]decane-8-carboxylate